CC=1SC2=C(N1)CCCC2C#N 2-methyl-4,5,6,7-tetrahydrobenzo[d]thiazole-7-carbonitrile